(2,3-dihydrobenzo[b][1,4]dioxin-5-yl)hydrazine O1C2=C(OCC1)C(=CC=C2)NN